7-[2-(1-benzofuran-2-yl)-5-(p-fluorophenyl)-1,3-oxazol-4-yl]-1,7-diaza-8(7H)-naphthalenone O1C(=CC2=C1C=CC=C2)C=2OC(=C(N2)N2C=CC=1C=CC=NC1C2=O)C2=CC=C(C=C2)F